2,4-dichloro-6-(4-methoxy-1-naphthyl)-1,3,5-triazine ClC1=NC(=NC(=N1)Cl)C1=CC=C(C2=CC=CC=C12)OC